Fmoc-O-tert-butyl-L-hydroxyproline C(=O)(OCC1C2=CC=CC=C2C2=CC=CC=C12)N1[C@@H](C[C@@H](O)C1)C(=O)OC(C)(C)C